NC(CCS(=O)(=O)O)CS 3-amino-4-mercaptobutanesulfonic acid